FC(C=1C=C(O[C@H]2C[C@@H](CC2)C(C(=O)N)=C)C=CC1)(F)F ((1R,3R)-3-(3-(trifluoromethyl)phenoxy)cyclopentyl)acrylamide